S1C=CC2=C1CCCC2 4,5,6,7-tetrahydro-benzothiophene